2-Amino-6-cyano-6-(2-cyclopropylethyl)-7-oxo-4,5,6,7-tetrahydrobenzo[b]thiophene-3-carboxamide NC1=C(C2=C(S1)C(C(CC2)(CCC2CC2)C#N)=O)C(=O)N